C1(CCCC1)N1C(CC2=C1N=C(N=C2)SC)=O 7-Cyclopentyl-2-methylsulfanyl-5H-pyrrolo[2,3-d]pyrimidin-6-one